4-((4-methoxybenzyl)-amino)-1,3-dihydrofuro-[3,4-c]quinoline-8-carboxylic acid COC1=CC=C(CNC2=NC=3C=CC(=CC3C3=C2COC3)C(=O)O)C=C1